C(C)(C)(C)OC(N(C)C12CC(C1)(C2)N(C(=O)C2=NC=C(N=C2)C(F)F)C)=O (3-(5-(difluoromethyl)-N-methylpyrazine-2-carboxamido)bicyclo[1.1.1]pentane-1-yl)(methyl)carbamic acid tert-butyl ester